ClC1=NC=CC=C1C(=O)NC1=C(C=CC=C1)C1=CC=C(C=C1)C#CC(C)(C)O 2-chloro-N-[4'-(3-hydroxy-3-methylbut-1-yn-1-yl)biphenyl-2-yl]pyridin-3-carboxamide